2-(7-azabicyclo[2.2.1]heptan-7-yl)-4-bromo-6-fluoro-N-((1-methylcyclopropyl)sulfonyl)benzamide C12CCC(CC1)N2C2=C(C(=O)NS(=O)(=O)C1(CC1)C)C(=CC(=C2)Br)F